C(C)(C)(C)OC(=O)N1C2CNCC1(C2)C2=NC=C(N=C2)C2=C1C=NC=NC1=CC(=C2)C=2C=NN(C2)C (5-(7-(1-methyl-1H-pyrazol-4-yl)quinazolin-5-yl)pyrazin-2-yl)-3,6-diazabicyclo[3.1.1]heptane-6-carboxylic acid tert-butyl ester